C(C)C=C(C(=O)O)C.N1C=NC(=C1)C=O (4-imidazoleformaldehyde) ethyl-methyl-acrylate